tert-butyl (R)-4-(4-aminophenyl)-3-methylpiperazine-1-carboxylate NC1=CC=C(C=C1)N1[C@@H](CN(CC1)C(=O)OC(C)(C)C)C